BrCC1=CC(=NO1)CO (5-(bromomethyl)isoxazol-3-yl)methanol